2-bromo-N-[7-methoxy-4-(1-methyl-1H-pyrazol-4-yl)-1H-1,3-benzodiazol-2-yl]pyridine-4-carboxamide BrC1=NC=CC(=C1)C(=O)NC1=NC2=C(N1)C(=CC=C2C=2C=NN(C2)C)OC